(1R,2S)-2-(4-fluorophenyl)-1-methylcyclopropylamine FC1=CC=C(C=C1)[C@H]1[C@](C1)(C)N